FC1=CC=C(C=C1)NCC1=CC=C(C(=O)NO)C=C1 4-(((4-fluorophenyl)amino)methyl)-N-hydroxybenzoamide